C(CC)C(C(=O)N)(CCC)F 2-Propyl-2-fluoropentanamide